ClC=1C=C(C2=C(C1)C1(NCCOC1)CO2)C2=NC(=NC=N2)N 4-(5-chloro-2H-spiro[benzofuran-3,3'-morpholin]-7-yl)-1,3,5-triazin-2-amine